2-trifluoromethyl-1,3-dioxolan-2-acetic acid FC(C1(OCCO1)CC(=O)O)(F)F